tert-butyl 2-((1-(2-(1,3-dimethyl-1H-pyrazolo[3,4-b]pyridin-5-yl)-3,7-dimethyl-4-oxo-4H-pyrido[1,2-a]pyrimidin-9-yl)ethyl)amino)benzoate CN1N=C(C=2C1=NC=C(C2)C=2N=C1N(C(C2C)=O)C=C(C=C1C(C)NC1=C(C(=O)OC(C)(C)C)C=CC=C1)C)C